2-[2-(tert-butoxycarbonylamino)ethoxy]ethyl 4-methylbenzenesulfonate CC1=CC=C(C=C1)S(=O)(=O)OCCOCCNC(=O)OC(C)(C)C